C1(=CC=CC=C1)P(C1=CC=CC=C1)CP(C1=CC=CC=C1)C1=CC=CC=C1 Bis(Diphenylphosphino)Methane